ClC1=CC(=C2C(=N1)N=C(O2)S)OC 5-chloro-7-methoxy-oxazolo[4,5-b]pyridine-2-thiol